4-fluoro-2-{6-[(3S)-3-{[1-(fluoromethyl)cyclopropyl]amino}pyrrolidin-1-yl]pyridazin-3-yl}-5-(6-methoxypyridazin-4-yl)phenol FC1=CC(=C(C=C1C1=CN=NC(=C1)OC)O)C=1N=NC(=CC1)N1C[C@H](CC1)NC1(CC1)CF